(S)-2-(4-((6-((1-(3-isopropylphenyl)ethyl)carbamoyl)-1,2-dimethyl-1H-indol-3-yl)methyl)phenoxy)-2-methyl-propanoic acid C(C)(C)C=1C=C(C=CC1)[C@H](C)NC(=O)C1=CC=C2C(=C(N(C2=C1)C)C)CC1=CC=C(OC(C(=O)O)(C)C)C=C1